cyano-carbonyl-quinoline C(#N)C(=O)C1=NC2=CC=CC=C2C=C1